C1=CC=CC=2C3=CC=CC=C3C(C12)COC(=O)N1[C@@H](CCC1)C(=O)O (S)-1-(((9H-fluoren-9-yl)methoxy)carbonyl)pyrrolidine-2-carboxylic acid